O=C(C(=O)N)N1[C@H](CC[C@@H](C1)C)C1=CC2=CN(N=C2C=C1)C1CC(N(C(C1)(C)C)C)(C)C 2-oxo-2-[(2R,5S)-5-methyl-2-[2-(1,2,2,6,6-pentamethyl-4-piperidyl)indazol-5-yl]-1-piperidyl]acetamide